ditolyl-ammonium sulfosuccinate S(=O)(=O)(O)C(C(=O)[O-])CC(=O)[O-].C1(=C(C=CC=C1)[NH2+]C1=C(C=CC=C1)C)C.C1(=C(C=CC=C1)[NH2+]C1=C(C=CC=C1)C)C